N1=CC=C2N1C=CC(=N2)C=O pyrazolo[1,5-a]Pyrimidine-5-carbaldehyde